CC1N(CCOC1)CC Methyl-ethyl-morpholine